CC1=CC(NC2=C(C=C(C=C12)C)C)=O 4,6,8-trimethyl-1H-quinoline-2-one